α-aminopropyltri-propoxysilane NC(CC)[Si](OCCC)(OCCC)OCCC